C12(CCC(CC1)C2)CC[SiH]([Si](C)(C)C)C norbornylethyltetramethyldisilane